N[C@H]1[C@@H](C(N([C@@H]1C=1SC(=CC1)Cl)C=1C=C2C=NN(C2=CC1)C1=CC=C(C=C1)F)=O)C trans-(3S,4S,5S)-4-amino-5-(5-chlorothien-2-yl)-1-(1-(4-fluorophenyl)-1H-indazol-5-yl)-3-methylpyrrolidin-2-one